O[C@H]1[C@H](N(CC1)C1=C(C#N)C(=CC(=N1)C)C(F)(F)F)C(=O)N1C2=C(OCC1)C(=CC=C2)C 2-((2s,3r)-3-hydroxy-2-(8-methyl-3,4-dihydro-2H-benzo[b][1,4]oxazin-4-carbonyl)pyrrolidin-1-yl)-6-methyl-4-(trifluoromethyl)nicotinonitrile